pyridine-2-yl (pyridine-3-yl) ketone N1=CC(=CC=C1)C(=O)C1=NC=CC=C1